FC=1C=C(C=CC1)[C@H]([C@H]1CNC2=C(N1)N=CC(=C2)C=2C=NN(C2)C)NCCC2=CC=C(C#N)C=C2 |r| 4-(2-(((R and S)-(3-fluorophenyl)((R and S)-7-(1-methyl-1H-pyrazol-4-yl)-1,2,3,4-tetrahydropyrido[2,3-b]pyrazin-3-yl)methyl)amino)ethyl)benzonitrile